FC(CC(C(=O)NC1=NC=CC(=C1)C1=C(C2=NC=CC=C2N1)C1=NC=CC=N1)C1=CC=C(C=C1)F)F 4,4-difluoro-2-(4-fluorophenyl)-N-[4-(3-pyrimidin-2-yl-1H-pyrrolo[3,2-b]pyridin-2-yl)-2-pyridyl]butanamide